C(#C)C1=C(N)C(=CC=C1)Cl 2-ethynyl-6-chloroaniline